FC(C(=O)NC1=CC=C(C=C1)C1CCN(CC1)C1CCC(CC1)CCCC(=O)OC(C)(C)C)(F)F tert-butyl 4-((1r,4s)-4-(4-(4-(2,2,2-trifluoroacetamido)phenyl)piperidin-1-yl)cyclohexyl)butanoate